2-((2S,3S)-3-benzyl-1,4-dioxaspiro[4.4]nonane-2-yl)ethanol C(C1=CC=CC=C1)[C@H]1[C@@H](OC2(O1)CCCC2)CCO